O=C1COCCN1 5-oxomorpholin